N-(2-hydroxypropyl)diethylenetriamine CC(CNCCNCCN)O